C1(CCCC1)P(C1=C(SC(=C1P(C1CCCC1)C1CCCC1)CCCC)CCCC)C1CCCC1 3,4-bis(dicyclopentylphosphino)-2,5-di-n-butylthiophene